C1(CC1)C=1C=C(C(=O)OC)C=CC1NC1=CC(=CC=C1)C(NC(C)C)=O methyl 3-cyclopropyl-4-{[3-(isopropylcarbamoyl)phenyl]amino}benzoate